BrC1=C(SC(=C1)C)C(=O)OC Methyl 3-bromo-5-methylthiophene-2-carboxylate